3-(4-fluoro-5-((4-((4'-fluoro-3,4,5,6-tetrahydro-[1,1'-biphenyl]-2-yl)methyl)piperazine-1-yl)methyl)-1-oxoisoindolin-2-yl)piperidine-2,6-dione FC1=C2CN(C(C2=CC=C1CN1CCN(CC1)CC1=C(CCCC1)C1=CC=C(C=C1)F)=O)C1C(NC(CC1)=O)=O